N-[[3-(trifluoromethyl)-1H-pyrazol-4-yl]methyl]carbamic acid tert-butyl ester C(C)(C)(C)OC(NCC=1C(=NNC1)C(F)(F)F)=O